BrC=1C=C(C(=O)C2=CC(=C(C=C2)O)Br)C=CC1O 3,3'-dibromo-4,4'-dihydroxybenzophenone